2-(5-chlorobenzofuran-2-yl)-N-((1r,2r)-1-(4-cyclopropoxy-3-fluorophenyl)-1-hydroxy-3-(pyrrolidin-1-yl)propan-2-yl)-2,2-difluoroacetamide ClC=1C=CC2=C(C=C(O2)C(C(=O)N[C@@H]([C@H](O)C2=CC(=C(C=C2)OC2CC2)F)CN2CCCC2)(F)F)C1